(E)-3-(7-((6-amino-5-(4-phenoxyphenyl)pyrimidin-4-yl)oxy)naphthalen-2-yl)-N,N-dimethylacrylamide NC1=C(C(=NC=N1)OC1=CC=C2C=CC(=CC2=C1)/C=C/C(=O)N(C)C)C1=CC=C(C=C1)OC1=CC=CC=C1